3-((6-methoxy-1,2,3,4-tetrahydroisoquinolin-7-yl-1,1-d2)Amino)-1,2,4-triazine-6-carboxamide COC=1C=C2CCNC(C2=CC1NC=1N=NC(=CN1)C(=O)N)([2H])[2H]